[5-(methylsulfamoyl)-2-[3-(trifluoromethyl)phenoxy]phenyl]boronic acid CNS(=O)(=O)C=1C=CC(=C(C1)B(O)O)OC1=CC(=CC=C1)C(F)(F)F